2-((2-((4-methoxybenzyl)amino)-6-(2-(4-(trifluoromethyl)phenyl)piperidin-1-carbonyl)quinolin-4-yl)methyl)isoindole-1,3-dione COC1=CC=C(CNC2=NC3=CC=C(C=C3C(=C2)CN2C(C3=CC=CC=C3C2=O)=O)C(=O)N2C(CCCC2)C2=CC=C(C=C2)C(F)(F)F)C=C1